N-methyl-4-(methylthio)aniline CNC1=CC=C(C=C1)SC